4-fluoro-N-[(1S)-2-hydroxy-1-[3-(1H-indol-5-yl)-1,2,4-oxadiazol-5-yl]ethyl]benzamide FC1=CC=C(C(=O)N[C@@H](CO)C2=NC(=NO2)C=2C=C3C=CNC3=CC2)C=C1